4,5-dichloro-6-ethylpyrimidin ClC1=NC=NC(=C1Cl)CC